2-Isopropyl-5-(7-methylbenzoxazol-2-yl)phenol C(C)(C)C1=C(C=C(C=C1)C=1OC2=C(N1)C=CC=C2C)O